3-chloro-2-(2-chloroethoxy)-5-(2-(4-((2-(4-((1-(piperidin-4-ylmethyl)piperidin-4-yl)methyl)piperazin-1-yl)pyrimidin-4-yl)methoxy)phenyl)propan-2-yl)benzonitrile ClC=1C(=C(C#N)C=C(C1)C(C)(C)C1=CC=C(C=C1)OCC1=NC(=NC=C1)N1CCN(CC1)CC1CCN(CC1)CC1CCNCC1)OCCCl